ethyl salicylate (ETHYL SALICYLATE) C(C)OC=1C(C(=O)O)=CC=CC1.C(C=1C(O)=CC=CC1)(=O)OCC